N2-(3-(methylsulfonamido)phenyl)-N4-(3-(pyridin-3-yl)phenyl)thiophene-2,4-dicarboxamide CS(=O)(=O)NC=1C=C(C=CC1)NC(=O)C=1SC=C(C1)C(=O)NC1=CC(=CC=C1)C=1C=NC=CC1